(2-((2-(2,6-Dioxopiperidin-3-yl)-1-oxoisoindolin-5-yl)amino)-2-oxoethyl)carbamic acid tert-butyl ester C(C)(C)(C)OC(NCC(=O)NC=1C=C2CN(C(C2=CC1)=O)C1C(NC(CC1)=O)=O)=O